5-(((2-chlorophenyl)(cyclopropyl)methyl)amino)-N-((R,E)-4-(methylsulfonyl)but-3-en-2-yl)pyrazine-2-carboxamide ClC1=C(C=CC=C1)C(C1CC1)NC=1N=CC(=NC1)C(=O)N[C@H](C)\C=C\S(=O)(=O)C